methyl 2-[3-[[4-[[4-(trifluoromethyl) phenyl]methyl]-1H-indazole-3-carbonyl]amino]-1-bicyclo[1.1.1]pentanyl]acetate FC(C1=CC=C(C=C1)CC1=C2C(=NNC2=CC=C1)C(=O)NC12CC(C1)(C2)CC(=O)OC)(F)F